BrC=1C=NN(C1)C1=CC(=NC=C1)OC 4-(4-bromopyrazol-1-yl)-2-methoxy-pyridine